8-bis(2-hydroxyethyl)aminocarbonyl-N-o-fluorophenylacetyl-1,3,4,9-tetrahydro-beta-carboline OCCN(C(=O)C=1C=CC=C2C=3CCN(CC3NC12)C(CC1=C(C=CC=C1)F)=O)CCO